2-(4-methylpiperazin-1-yl)-7-nitro-quinoxaline CN1CCN(CC1)C1=NC2=CC(=CC=C2N=C1)[N+](=O)[O-]